The molecule is a chromium chloride with the chromium cation in the +3 oxidation state. It has a role as a Lewis acid and a sensitiser. [Cl-].[Cl-].[Cl-].[Cr+3]